C(N)(=O)C=1C=CC=NC1C1=CC=C(C=C1)OC1=CC=CC=C1 5-carbamoyl-6-(4-phenoxyphenyl)pyridine